FC1=CC(=CC=2CCOC21)B2OC(C(O2)(C)C)(C)C 2-(7-fluoro-2,3-dihydro-1-benzofuran-5-yl)-4,4,5,5-tetramethyl-1,3,2-dioxaborolane